FC(C=1C=C(C=C(C1)C(F)(F)F)C1=CC2=C(N(C(=N2)C#C)C2=CC(=C(C=C2)OC)Cl)C=C1)(F)F 5-(3,5-bis(trifluoromethyl)phenyl)-1-(3-chloro-4-methoxyphenyl)-2-ethynyl-1H-benzo[d]imidazole